COC1=C(C=C2C(=NC=NC2=C1)C=1C(=NN(C1)C)C1=CC=CC=C1)NC(=O)N1[C@H]([C@H](NCC1)C)C (2s,3r)-N-(7-methoxy-4-(1-methyl-3-phenyl-1H-pyrazol-4-yl)quinazolin-6-yl)-2,3-dimethylpiperazine-1-carboxamide